tris(4,4-diphenyl-2,2-bipyridyl) ruthenium (II) chloride [Ru](Cl)Cl.C1(=CC=CC=C1)C1(CC(=NC=C1)C1=NC=CC=C1)C1=CC=CC=C1.C1(=CC=CC=C1)C1(CC(=NC=C1)C1=NC=CC=C1)C1=CC=CC=C1.C1(=CC=CC=C1)C1(CC(=NC=C1)C1=NC=CC=C1)C1=CC=CC=C1